CN1N=CC(=C1)C=1C=CC=2N(C1)N=CC2C(CN)N 1-(6-(1-methyl-1H-pyrazol-4-yl)pyrazolo[1,5-a]pyridin-3-yl)ethane-1,2-diamine